COC=C1CCCC2C1C(OC=1C=CC=C(C21)O)(C)C 7-(Methoxymethylidene)-6,6-dimethyl-8,9,10,10a-tetrahydro-6aH-benzo[c]chromen-1-ol